OC(CC(=O)NC(C(NC1=CC=C(C=C1)[Si](C)(C)C)=O)C1=CC=C(C=C1)OC)C 3-hydroxy-N-(1-(4-methoxyphenyl)-2-oxo-2-((4-(trimethylsilyl)phenyl)amino)ethyl)butanamide